2-((3,4-dihydroisoquinolin-2(1H)-yl)methyl)-5-((4-(3-hydroxyoxetan-3-yl)benzyl)oxy)-4H-pyran-4-one C1N(CCC2=CC=CC=C12)CC=1OC=C(C(C1)=O)OCC1=CC=C(C=C1)C1(COC1)O